CC1C2=CN(N=C2C2=C(C1)OC(=C2C)C(=O)NC[C@H]2OCCC2)CC2=NC=CC=C2 4,8-dimethyl-N-{[(2S)-oxolan-2-yl]methyl}-2-[(pyridin-2-yl)methyl]-4,5-dihydro-2H-furo[2,3-g]indazole-7-carboxamide